2-[2-(difluoromethoxy)-5-fluoropyridin-4-yl]propionic acid FC(OC1=NC=C(C(=C1)C(C(=O)O)C)F)F